2-[(7-bromo-4-phenylquinolin-2-yl)(methyl)amino]acetic acid BrC1=CC=C2C(=CC(=NC2=C1)N(CC(=O)O)C)C1=CC=CC=C1